(benzyloxy)-5-chloropyrazolo[1,5-a]pyrimidine C(C1=CC=CC=C1)OC1=NN2C(N=C(C=C2)Cl)=C1